benzyl 4-(4-(4-((3-(tert-butyl)-1,2,4-oxadiazole-5-carboxamido)methyl)piperidin-1-yl)-9H-pyrimido[4,5-b]indol-7-yl)piperazine-1-carboxylate C(C)(C)(C)C1=NOC(=N1)C(=O)NCC1CCN(CC1)C1=NC=NC=2NC3=CC(=CC=C3C21)N2CCN(CC2)C(=O)OCC2=CC=CC=C2